(2S)-2-(5-bromo-2-fluorophenoxy)-3-[(tert-butyldimethylsilyl)oxy]propanoic acid methyl ester COC([C@H](CO[Si](C)(C)C(C)(C)C)OC1=C(C=CC(=C1)Br)F)=O